C(C)(C)(C)OC(=O)N1C[C@@]([C@@H](C1)CO)(C)CO Trans-3,4-bis(hydroxymethyl)-3-methylpyrrolidine-1-carboxylic acid tert-butyl ester